6-chloro-8-(methyl-d3)pyrido[3,2-d]pyrimidin-4-amine ClC=1C=C(C=2N=CN=C(C2N1)N)C([2H])([2H])[2H]